NCCOCCOCCOC=1C=C2C3=C(C(N(C(C3=CC=C2)=O)C2C(NC(CC2)=O)=O)=O)C1 5-(2-(2-(2-aminoethoxy)ethoxy)ethoxy)-2-(2,6-dioxopiperidin-3-yl)-1H-benzo[de]isoquinoline-1,3(2H)-dione